(S)-N-(8,9-difluoro-6-oxo-1,4,5,6-tetrahydro-2H-pyrano[3,4-c]isoquinolin-1-yl)-3-(4-fluorophenoxy)-N-methylbenzamide FC=1C(=CC=2C3=C(NC(C2C1)=O)COC[C@H]3N(C(C3=CC(=CC=C3)OC3=CC=C(C=C3)F)=O)C)F